FC(C(=O)C1=CC=C(C=C1)CC)(F)F 2,2,2-Trifluoro-1-(4-ethylphenyl)ethan-1-one